(2s,3s,4r,5r)-N-ethyl-3,4-dihydroxy-5-(2-(5-methoxypyridin-3-yl)-6-(methylamino)-9H-purin-9-yl)tetrahydrofuran-2-carboxamide C(C)NC(=O)[C@H]1O[C@H]([C@@H]([C@@H]1O)O)N1C2=NC(=NC(=C2N=C1)NC)C=1C=NC=C(C1)OC